3',4',5',6'-tetrahydro-3H-spiro-[isobenzofuran-1,2'-pyran]-3',4',5'-triol O1C2(C(C(C(C1)O)O)O)OCC1=CC=CC=C12